C(#N)C1=C(C=C(C2=C1CCO2)C2=CC=C(C=C2)C(C)C)NCC(C(=O)N(C)C)=C 2-[[[4-cyano-7-(4-isopropylphenyl)-2,3-dihydrobenzofuran-5-yl]amino]methyl]-N,N-dimethylprop-2-enamide